2,4-bis(di(4-fluorophenyl)methyl)-6-fluoroaniline FC1=CC=C(C=C1)C(C1=C(N)C(=CC(=C1)C(C1=CC=C(C=C1)F)C1=CC=C(C=C1)F)F)C1=CC=C(C=C1)F